N-[[2-(2-formylphenyl)sulfanylphenyl]methyl]carbamic acid 9H-fluoren-9-ylmethyl ester C1=CC=CC=2C3=CC=CC=C3C(C12)COC(NCC1=C(C=CC=C1)SC1=C(C=CC=C1)C=O)=O